(2R,3S,4R,5R)-2-(((2-Aminochinolin-7-yl)oxy)methyl)-5-(4-methoxy-7H-pyrrolo[2,3-d]pyrimidin-7-yl)tetrahydrothiophen-3,4-diol NC1=NC2=CC(=CC=C2C=C1)OC[C@H]1S[C@H]([C@@H]([C@@H]1O)O)N1C=CC2=C1N=CN=C2OC